S1N=CC(=C1)C1C[C@H](NCC1)C1=CC=C(C(=O)[O-])C=C1 4-((2S)-4-(isothiazol-4-yl)piperidin-2-yl)benzoate